succinimidyl sulfoxide C1(CCC(N1S(=O)N1C(CCC1=O)=O)=O)=O